2-(6-((2S,3R)-3-(3,5-dimethoxy-4-methylphenyl)-3-hydroxy-2-phenethyloxypropyl)pyridin-3-yl)acetic acid COC=1C=C(C=C(C1C)OC)[C@H]([C@H](CC1=CC=C(C=N1)CC(=O)O)OCCC1=CC=CC=C1)O